6-Chloro-2-(ethylsulfanyl)-N4-methylpyrimidine-4,5-diamine ClC1=C(C(=NC(=N1)SCC)NC)N